CC1=NN=C2N1C1=CC=CC=C1C(=N2)NC2=CC(=CC=C2)C2=CC=NN2C methyl-N-(3-(1-methyl-1H-pyrazol-5-yl)phenyl)-[1,2,4]triazolo[4,3-a]quinazolin-5-amine